ClC=1C=C(C=CC1OCC1=CC(=CC=C1)F)NC1=NC=NC2=CC=C(C=C12)C=1N=C(SC1)CNCCS(=O)(=O)C N-[3-chloro-4-[(3-fluorophenyl)methoxy]phenyl]-6-[2-[(2-methylsulfonylethylamino)methyl]-1,3-thiazol-4-yl]quinazolin-4-amine